[Si](C)(C)(C(C)(C)C)OCC(CC1(CCN(CC1)C(=O)OC(C)(C)C)C(=O)OC)=O 1-(tert-butyl) 4-methyl 4-(3-((tert-butyldimethylsilyl)oxy)-2-oxopropyl)piperidine-1,4-dicarboxylate